C(C)(C)(C)N1N=CC(=C1)C1=NC(=NC=C1Cl)NC1=C(C=C(C=C1)C(=O)N1CCOCC1)OC (4-((4-(1-(tert-butyl)-1H-pyrazol-4-yl)-5-chloropyrimidin-2-yl)amino)-3-methoxyphenyl)(morpholino)methanone